Rel-4-(N-((1S,2R)-8'-(azetidin-1-yl)-2-methyl-4'H-spiro[cyclopropane-1,5'-naphtho[2,1-d]isoxazol]-3'-yl)sulfamoyl)-3,5-dimethoxy-N-methylbenzamide N1(CCC1)C1=CC=C2[C@@]3(CC=4C(=NOC4C2=C1)NS(=O)(=O)C1=C(C=C(C(=O)NC)C=C1OC)OC)[C@@H](C3)C |o1:8,35|